ClC=1C=C(CC2=C3C(=NC(=NC3=CC=C2C=2C(=NOC2C)C)C=2C(=NOC2C)C)N)C=CC1 (3-chlorobenzyl)-2,6-bis(3,5-dimethylisoxazol-4-yl)quinazolin-4-amine